C(C)OCC1C(O1)N1C(CCC1)=O EthylpyrrolidoneGlycidylether